NC=1C=CC(=C(C1)S(=O)(=O)N)C=1C=NN(C1)C1COC1 5-amino-2-[1-(oxetan-3-yl)-1H-pyrazol-4-yl]benzenesulfonamide